2-tolyl-2-azabicyclo[2.2.2]oct-5-ene-3-carboxylic acid ethyl ester C(C)OC(=O)C1NC2(C=CC1CC2)C2=C(C=CC=C2)C